C[C@H](CN)C1=CC=CC=C1 (S)-beta-methyl-phenethylamine